O1C(=CC=C1)S(=O)(=O)N1CCC2(C[C@H](OC2=O)CCN2CCN(CC2)C2=CC=C(C=C2)C)CC1 (S)-8-(furan-2-ylsulfonyl)-3-(2-(4-(p-tolyl)piperazin-1-yl)ethyl)-2-oxa-8-azaspiro[4.5]decan-1-one